3-(((S)-10-Hydroxy-7-((R)-2-methyl-2-phenylpiperazine-1-carbonyl)-7-azaspiro[4.5]decan-10-yl)methyl)-6-phenylpyrimidin-4(3H)-one O[C@]1(CCN(CC12CCCC2)C(=O)N2[C@@](CNCC2)(C2=CC=CC=C2)C)CN2C=NC(=CC2=O)C2=CC=CC=C2